ClC1=NC=C(C(=N1)NCCC1=CC=CC=C1)Cl 2,5-dichloro-N-phenethyl-pyrimidine-4-amine